C12C3C4C5C3(C1C5C24)C(=O)O cubane-5-carboxylic Acid